C(=O)(O)CCOC(C=C)=O carboxyethyl-acrylate